CN(C1(CCOCC1)C(=O)[O-])C1=C2C(=NC=C1[N+](=O)[O-])N(C=C2)S(=O)(=O)C2=CC=CC=C2 4-(Methyl (5-nitro-1-(phenylsulfonyl)-1H-pyrrolo[2,3-b]pyridin-4-yl)amino)tetrahydro-2H-pyran-4-carboxylate